C(C1=CC=CC=C1)C1(CC(=NO1)CNC(=O)C=1C=CC=C2C=CC=NC12)C(=O)N[C@@H](CC(C)C)B(O)O ((1R)-1-(5-benzyl-3-((quinoline-8-carboxamido)methyl)-4,5-dihydroisoxazole-5-carboxamido)-3-Methylbutyl)boronic acid